6-[1-(7-cyclopropyl-1,4-dimethyl-1H-benzotriazol-5-yl)-3-ethoxy-3-oxopropyl]-4-(hydroxymethyl)-1H-indole-1-carboxylic acid tert-butyl ester C(C)(C)(C)OC(=O)N1C=CC2=C(C=C(C=C12)C(CC(=O)OCC)C1=C(C2=C(N(N=N2)C)C(=C1)C1CC1)C)CO